(R)-(5-isopropyl-1,3,4-oxadiazol-2-yl)(4-(4-(trifluoromethyl)pyrazolo[1,5-a]pyridin-2-yl)-6,7-dihydro-1H-imidazo[4,5-c]pyridin-5(4H)-yl)methanone C(C)(C)C1=NN=C(O1)C(=O)N1[C@H](C2=C(CC1)NC=N2)C2=NN1C(C(=CC=C1)C(F)(F)F)=C2